ClC=1C=C(C=C(C1)Cl)C1=NC(=CC(=C1)CN1CCC(CC1)CC(=O)O)OC=1C=NC(=NC1)N1CCN(CC1)C(CO)CO 2-(1-((2-(3,5-dichlorophenyl)-6-((2-(4-(1,3-dihydroxypropan-2-yl)piperazin-1-yl)pyrimidin-5-yl)oxy)pyridin-4-yl)methyl)piperidin-4-yl)acetic acid